((R)-2-((tert-butoxycarbonyl)amino)-4-phenylbutanyl)-L-histidine C(C)(C)(C)OC(=O)N[C@@H](CN[C@@H](CC1=CNC=N1)C(=O)O)CCC1=CC=CC=C1